tungsten-iron [Fe].[W]